CN1CCN(CC1)C1=CC=C(C=N1)B(O)O [6-(4-methylpiperazin-1-yl)-3-pyridyl]Boronic Acid